ClC1=C2C(=NC=C1)N(N=C2I)C2=CC=C(C=C2)OC(F)(F)F 4-chloro-3-iodo-1-[4-(trifluoromethoxy)phenyl]-1H-pyrazolo[3,4-b]pyridine